FC1=C(C=C(C=C1)OC=1C(=C2C=CNC2=C(C1F)F)F)C=1NC(=CN1)CC=1C=C(C=CC1)CCC(=O)O 3-(3-((2-(2-fluoro-5-((4,6,7-trifluoro-1H-indol-5-yl)oxy)phenyl)-1H-imidazol-5-yl)methyl)phenyl)propanoic acid